1-Ethyl-2-heptadecenyl-1-(2-hydroxyethyl)-2-imidazolinium bromide [Br-].C(C)[N+]1(C(=NCC1)C=CCCCCCCCCCCCCCCC)CCO